C(C)OC(NC=1C=2CC[C@H]3N(C2N=CC1)CCNC3)=O (R)-ethyl(6,6a,7,8,9,10-hexahydro-5H-pyrazino[1,2-a][1,8]naphthyridin-4-yl)carbamate